1-(2-bromophenyl)dibenzothiophene BrC1=C(C=CC=C1)C1=CC=CC=2SC3=C(C21)C=CC=C3